tert-butyl 9-(1-benzyl-3,3-difluoropiperidin-4-yl)-3,9-diazaspiro[5.5]undecane-3-carboxylate C(C1=CC=CC=C1)N1CC(C(CC1)N1CCC2(CCN(CC2)C(=O)OC(C)(C)C)CC1)(F)F